9-[[4-(3-cyanophenyl)-5-(4-methylquinazolin-6-yl)thiazol-2-yl]carbamoyl]-1-oxa-4,9-diazaspiro[5.5]undecane-4-carboxylic acid tert-butyl ester C(C)(C)(C)OC(=O)N1CCOC2(C1)CCN(CC2)C(NC=2SC(=C(N2)C2=CC(=CC=C2)C#N)C=2C=C1C(=NC=NC1=CC2)C)=O